1-Benzyl-7-chloro-2-oxo-N-(2,3,5,6-tetrafluoro-[1,1'-biphenyl]-4-yl)-1,2-dihydropyrazolo[1,5-a]pyridine-3-carboxamide C(C1=CC=CC=C1)N1C(C(=C2N1C(=CC=C2)Cl)C(=O)NC2=C(C(=C(C(=C2F)F)C2=CC=CC=C2)F)F)=O